N[C@H](CCO)CCC (S)-(+)-3-amino-1-hexanol